((1s,3s)-3-Hydroxy-3-methylcyclobutyl)(7-((5-(trifluoromethyl)pyridin-2-yl)oxy)-2-azaspiro[3.5]nonan-2-yl)methanon OC1(CC(C1)C(=O)N1CC2(C1)CCC(CC2)OC2=NC=C(C=C2)C(F)(F)F)C